(1aS,7bR)-5-[(1-{(2R)-2-amino-3-[(2-aminoethyl)amino]-2-methyl-3-oxopropyl}azetidin-3-yl)oxy]-2-hydroxy-1,1a,2,7b-tetrahydrocyclopropa[c][1,2]benzoxaborinine-4-carboxylic acid N[C@](CN1CC(C1)OC1=C(C2=C([C@H]3[C@@H](B(O2)O)C3)C=C1)C(=O)O)(C(=O)NCCN)C